N-{2-[3-cyano-6-(2-hydroxypropan-2-yl)pyridin-2-yl]-5-(2,6-difluoro-4-methoxyphenyl)-1-methyl-3-oxo-2,3-dihydro-1H-pyrazol-4-yl}-4-(difluoromethoxy)benzamide C(#N)C=1C(=NC(=CC1)C(C)(C)O)N1N(C(=C(C1=O)NC(C1=CC=C(C=C1)OC(F)F)=O)C1=C(C=C(C=C1F)OC)F)C